2-(4-pyridyl)-4-(trifluoromethyl)thiazole N1=CC=C(C=C1)C=1SC=C(N1)C(F)(F)F